8-iodo-1-naphthonitrile IC=1C=CC=C2C=CC=C(C12)C#N